N-(2-(2,4-difluorobenzyl)butyl)-6-oxo-1,6-dihydropyrazine-2-carboxamide FC1=C(CC(CNC(=O)C=2NC(C=NC2)=O)CC)C=CC(=C1)F